CC(C)=C1CCC(CC1)N1CCC(CC1)N1C(=C(C2=CC=CC=C12)CN1CCCC1)CNC(OCC)=O ethyl ((1-(1-(4-(propan-2-ylidene)cyclohexyl)piperidin-4-yl)-3-(pyrrolidin-1-ylmethyl)-1H-indol-2-yl)methyl)carbamate